5-hydroxy-2-methyl-3-(4-(trifluoromethyl)benzyl)naphthalene-1,4-dione OC1=C2C(C(=C(C(C2=CC=C1)=O)C)CC1=CC=C(C=C1)C(F)(F)F)=O